8-azabicyclo[3.2.1]octane-8-carboxylic acid-1-(tert-butyloxycarbonyl)pyrrolidin-3-yl ester C(C)(C)(C)OC(=O)N1CC(CC1)OC(=O)N1C2CCCC1CC2